C(C)(C)(C)C1=CC=C(C=C1)N(C1=C(C(=O)O)C=CC=C1C(=O)O)C1=CC=C(C=C1)C(C)(C)C 2-(bis(4-(tert-butyl)phenyl)amino)-isophthalic acid